O1C2=C(NCC1)C=CC1=CC=CC=C12 3H-naphtho[1,2-b][1,4]oxazin